n-undecyl-glucose C(CCCCCCCCCC)C(=O)[C@H](O)[C@@H](O)[C@H](O)[C@H](O)CO